ClC=1C=C(C=CC1OCC=1N=CSC1)NC=1C2=C(N=CN1)NC=C2C2CCN(CC2)C(C=C)=O 1-(4-(4-((3-chloro-4-(thiazol-4-ylmethoxy)phenyl)amino)-7H-pyrrolo[2,3-d]pyrimidin-5-yl)piperidin-1-yl)prop-2-en-1-one